N-((2S,3S)-2-((2,3'-difluorobiphenyl-3-yl)methyl)pyrrolidin-3-yl)methanesulfonamide hydrochloride Cl.FC1=C(C=CC=C1C[C@@H]1NCC[C@@H]1NS(=O)(=O)C)C1=CC(=CC=C1)F